[Cl-].C(CCCCCCCCCCCCCCCCC)[N+](CCC[Si](OCC)(OCC)C)(C)C octadecyl-dimethyl-[3-(methyl-diethoxysilyl)propyl]ammonium chloride